methyl N-[5-({4-[(2S)-2-{[8-(pyridin-3-yl)quinazolin-4-yl]amino}propyl]piperazin-1-yl} sulfonyl)-1,3-thiazol-2-yl]carbamate N1=CC(=CC=C1)C=1C=CC=C2C(=NC=NC12)N[C@H](CN1CCN(CC1)S(=O)(=O)C1=CN=C(S1)NC(OC)=O)C